COC1=CC2=C(N=C(S2)C2=C3N=CC(=NC3=CC(=C2)C)COC)C(=C1)C 6-methoxy-2-(2-(methoxymethyl)-7-methylquinoxalin-5-yl)-4-methylbenzo[d]thiazole